ClC1=C(C=NC2=CC=C(C=C12)C=1C=C(C(=NC1)OC)NS(=O)(=O)C1=C(C=CC=C1F)F)C#N N-(5-(4-chloro-3-cyanoquinolin-6-yl)-2-methoxypyridin-3-yl)-2,6-difluorobenzenesulfonamide